CNC=1N=CC(=C2C=C(N=CC12)NC(=O)C1CC1)CCC1=CC=C(C=C1)S(=O)(=O)C N-(8-(methylamino)-5-(4-(methylsulfonyl)phenethyl)-2,7-naphthyridin-3-yl)cyclopropanecarboxamide